ClC1=NNC=C1C=1C=C2C=CN(C(C2=CC1)=O)CC1=CC(=CC=C1)OC 6-(3-chloro-1H-pyrazol-4-yl)-2-(3-methoxybenzyl)isoquinolin-1(2H)-one